[Pt+2].C(CCC)[Si](C(C(=O)CCC)C(C)=O)(OC)OC.C(CCC)[Si](C(C(=O)CCC)C(C)=O)(OC)OC bis[2-(butyldimethoxysilyl)1-propyl-1,3-butanedione] platinum (II)